[Li+].NC1=NN2C(C=C(C=C2)C=2C(=NC=C(C(=O)[O-])C2)OC)=N1 5-(2-amino-[1,2,4]triazolo[1,5-a]pyridin-7-yl)-6-methoxynicotinic acid, lithium salt